N1(CCCCC1)C(=O)N1CCCCC1 1-(piperidine-1-carbonyl)piperidine